C(C)OC1=CC=C(C=NN=C2SC(C(N2)=O)CC(=O)NC2C3SC(C(N3C2=O)C(=O)O)(C)C)C=C1 6-(2-(2-((4-ethoxybenzylidene)hydrazineylidene)-4-oxothiazolidin-5-yl)acetamido)-3,3-dimethyl-7-oxo-4-thia-1-azabicyclo[3.2.0]heptane-2-carboxylic acid